NC=1N=C(C2=C(N1)C(=NN2CC2=C(C=C(C=C2)CN2[C@H]1CN([C@@H](C2)C1)CCO)OC)C)N[C@H](CCO)CCC (3S)-3-({5-amino-1-[(4-{[(1R,4R)-5-(2-hydroxyethyl)-2,5-diazabicyclo[2.2.1]heptan-2-yl]methyl}-2-methoxyphenyl)methyl]-3-methyl-1H-pyrazolo[4,3-d]pyrimidin-7-yl}amino)hexan-1-ol